FC(C1=NN(C(=C1C(=O)Cl)F)C)F 3-(difluoromethyl)-5-fluoro-1-methyl-1H-pyrazole-4-carboxylic acid chloride